O=C(COC1=CC=C(C=C1)C1=NC=2N=CN(C(C2N1)=O)CCC)N1CCN(CC1)C1=CC(=CC=C1)C(F)(F)F 8-(4-{2-Oxo-2-[4-(3-trifluoromethyl-phenyl)-piperazin-1-yl]-ethoxy}-phenyl)-1-propyl-1,7-dihydro-purin-6-one